4-(m-tolyl)-1H-1,2,3-triazole-5-carboxylic acid C1(=CC(=CC=C1)C=1N=NNC1C(=O)O)C